C1CCC2=C(C=3CCCC3C=C12)NC(=O)O[C@@H](C(=O)OCC)COC1CCOCC1 Ethyl (2R)-2-{[(1,2,3,5,6,7-hexahydro-s-indacen-4-yl)-carbamoyl]oxy}-3-(oxan-4-yloxy)propanoate